ClCCOC=1C=C(C=CC1OC)NC(=O)N[C@@H](CO)C1=CC=CC=C1 1-[3-(2-chloroethoxy)-4-methoxy-phenyl]-3-[(1R)-2-hydroxy-1-phenyl-ethyl]urea